butanyl acetate C(C)(=O)OCCCC